C1CCC2=CC(=CC=C12)N 2,3-Dihydro-1H-indene-5-amine